2-[[4-(5-ethylpyrimidin-4-yl)piperazin-1-yl]methyl]-6-[(2-methoxyethoxy)methyl]-1-[[2-(trimethylsilyl)ethoxy]methyl]-1,3-benzodiazole C(C)C=1C(=NC=NC1)N1CCN(CC1)CC1=NC2=C(N1COCC[Si](C)(C)C)C=C(C=C2)COCCOC